C(C1=CC=CC=C1)OC=1C(=C(N)C=CC1)C 3-(benzyloxy)-2-methylaniline